3-[(1R)-4-(trifluoromethyl)-2,3-dihydro-1H-inden-1-yl]-1,2,3,4-tetrahydropyrimidine FC(C1=C2CC[C@H](C2=CC=C1)N1CNC=CC1)(F)F